N-(2-(3-(2-((1,5-dimethyl-1H-pyrazol-3-yl)amino)-5-methylpyrimidin-4-yl)-1H-indol-7-yl)-1-oxoisoindolin-4-yl)-5-methylisoxazole-3-carboxamide CN1N=C(C=C1C)NC1=NC=C(C(=N1)C1=CNC2=C(C=CC=C12)N1C(C2=CC=CC(=C2C1)NC(=O)C1=NOC(=C1)C)=O)C